NC1=C2C(=NC=N1)N(N=C2C2=CC=C(C=C2)OC2=CC=CC=C2)C2CCN(CC2)CC2CCN(CC2)C/C=C/C(=O)O (E)-4-(4-((4-(4-amino-3-(4-phenoxyphenyl)-1H-pyrazolo(3,4-d)pyrimidin-1-yl)piperidin-1-yl)methyl)piperidin-1-yl)but-2-enoic acid